1-methoxy-6,6-dimethyl-3-pentyl-8,10a-dihydro-6H-benzo[c]chromene-10-carbonitrile COC1=C2C3C(C(OC2=CC(=C1)CCCCC)(C)C)=CCC=C3C#N